6-hydroxy-1-(1-phenylethyl)-2-naphthoic acid OC=1C=C2C=CC(=C(C2=CC1)C(C)C1=CC=CC=C1)C(=O)O